CCCCCCCCCCCCCCCC(=O)OC[C@H](COP(=O)([O-])OCC[N+](C)(C)C)OC(=O)CCC[C@@H](/C=C/C=C\\C/C=C\\C/C=C\\CCCCC)O The molecule is a 1,2-diacyl-sn-glycero-3-phosphocholine in which the acyl groups at positions 1 and 2 are specified as hexadecanoyl and (5S,6E,8Z,11Z,14Z)-5-hydroxyicosa-6,8,11,14-tetraenoyl respectively. It has a role as a mouse metabolite. It derives from a hexadecanoic acid.